N,N-diethyl-2-[(2-methoxy-3-pyridyl)methyl]thiophene-3-carboxamide C(C)N(C(=O)C1=C(SC=C1)CC=1C(=NC=CC1)OC)CC